FC=1N=C(C2=C(N1)NC=C2)N(C(=O)OC(C)(C)C)C(=O)OC(C)(C)C di-tert-butyl (2-fluoro-7H-pyrrolo[2,3-d]pyrimidin-4-yl)imidodicarbonate